tert-Butyl (R)-3-(((methylsulfonyl)oxy)methyl)piperidine-1-carboxylate CS(=O)(=O)OC[C@H]1CN(CCC1)C(=O)OC(C)(C)C